S1C(=NC=C1)N=C(N)N 2-thiazolylguanidine